methyl (2E)-2-{[2-methyl-5-(3-chlorophenyl)phenyl]methyl}-3-methoxy-2-propenoate CC1=C(C=C(C=C1)C1=CC(=CC=C1)Cl)C/C(/C(=O)OC)=C\OC